OCC(=O)C1=CC=CC=C1 2-hydroxy-1-phenyl-ethanone